[Cl-].C[N+]1(CCOCC1)CC1=CC=C(C=C1)C(=O)N1C(CCCCC1)=O 4-Methyl-4-(4-((2-oxoazepan-1-yl)carbonyl)benzyl)morpholin-4-ium chlorid